C12CCCC(C(C1)OC(C=C)=O)C2 acrylic acid 6-bicyclo[3.2.1]Octyl ester